N-(2,4-dichlorobenzyl)-2-(2,5-dimethoxyphenyl)ethan-1-amine ClC1=C(CNCCC2=C(C=CC(=C2)OC)OC)C=CC(=C1)Cl